2,2-bis-(4-hydroxyphenyl)-4-methylpentane OC1=CC=C(C=C1)C(C)(CC(C)C)C1=CC=C(C=C1)O